COC1=CC=C(C=C1)C1=CC(=NO1)\C=C/1\C(NC(S1)=S)=O (Z)-5-((5-(4-methoxyphenyl)isoxazol-3-yl)methylene)-2-thioxothiazolidin-4-one